N,N,3-trimethyl-1H-pyrazole-1-sulfonamide CN(S(=O)(=O)N1N=C(C=C1)C)C